methyl (R)-2-fluoropropionate F[C@@H](C(=O)OC)C